ClC=1C(=C(C=CC1F)N(C(=O)[C@H]1N(C(N(C1)C(=O)[O-])=O)C=1N=C(C2=C(N1)SC=C2)C(F)(F)F)C)F (S)-4-((3-chloro-2,4-difluorophenyl)(methyl)carbamoyl)-2-oxo-3-(4-(trifluoromethyl)thieno[2,3-d]pyrimidin-2-yl)imidazolidine-1-carboxylate